C/C=C/CCC(=O)SCCNC(=O)CCNC(=O)[C@@H](C(C)(C)COP(=O)(O)OP(=O)(O)OC[C@@H]1[C@H]([C@H]([C@@H](O1)N2C=NC3=C(N=CN=C32)N)O)OP(=O)(O)O)O The molecule is a fatty acyl-CoA that results from the formal condensation of the thiol group of coenzyme A with the carboxy group of (E)-hex-4-enoic acid. It is a medium-chain fatty acyl-CoA and a monounsaturated fatty acyl-CoA. It derives from a trans-hex-4-enoic acid. It is a conjugate acid of an (E)-hex-4-enoyl-CoA(4-).